FC(C(=O)C1C(SCC1)=N)(F)F trifluoroacetyl-iminothiolidine